1,4,5,6-tetrahydrobenzo[6,7]cyclohepta[1,2-b]pyrrole N1C2=C(C=C1)CCCC1=C2C=CC=C1